C[C@H]1NCC2=C(C=3C=4C=CC(=NC4C=CC3S2)N2N=C(N=C2C=C)C(F)(F)F)NC1 (R)-10-methyl-3-(3-(trifluoromethyl)-5-vinyl-1H-1,2,4-triazol-1-yl)-9,10,11,12-tetrahydro-8H-[1,4]diazepino[5',6':4,5]thieno[3,2-f]quinolin